COC=1C(=CC=2C3=C(C=4C(OCC(C4)(C4=CC=CC=C4)C4=CC=CC=C4)C2C1)C(C=1C=CC=CC13)(CCCC)O)OC 6,7-dimethoxy-2,2-diphenyl-13-hydroxy-13-butyl-2H,13H-indeno[1',2':4,3]naphtho[1,2-b]pyran